NC1CCC(CC1)(C1=CC(=C(C=C1)OC)OC1CCCC1)C#CC=1C=NC(=NC1)N 5-(2-((1R,4R)-4-amino-1-(3-(cyclopentyloxy)-4-methyloxyphenyl)cyclohexyl)ethynyl)-pyrimidine-2-amine